2-((1s,2r)-1-(2-chlorophenyl)-1-(3-cyano-1-methyl-1H-pyrazol-4-yl)propan-2-yl)-5-hydroxy-N-(isoxazol-4-yl)-1-methyl-6-oxo-1,6-dihydropyrimidine-4-carboxamide ClC1=C(C=CC=C1)[C@@H]([C@@H](C)C=1N(C(C(=C(N1)C(=O)NC=1C=NOC1)O)=O)C)C=1C(=NN(C1)C)C#N